CC1=C(C=NC=C1)C1=NC(=CC(=N1)N1CC2(CC1)CC(CCC2)C(=O)OCC)NC2=NC=CC(=C2)OC(F)(F)F Ethyl 2-(2-(4-methylpyridin-3-yl)-6-((4-(trifluoromethoxy) pyridin-2-yl) amino) pyrimidin-4-yl)-2-azaspiro[4.5]decane-7-carboxylate